Ethyl 2'-oxo-1',2',4,6-tetrahydrospiro[cyclopenta[b]thiophene-5,3'-pyrrolo[2,3-b]pyridine]-2-carboxylate O=C1C2(C=3C(=NC=CC3)N1)CC1=C(SC(=C1)C(=O)OCC)C2